CC=1CC2(CC1C)CCC(C2)(C)C 2,3,8,8-tetramethylspiro[4.4]non-2-en